ClC=1N=C2C(=NC1NS(=O)(=O)C1=CC=C(C=C1)C=O)N(C(=N2)C2=NC(=CC=C2)OCC)C2=C(C=CC=C2OC)OC N-(5-chloro-1-(2,6-dimethoxyphenyl)-2-(6-ethoxypyridin-2-yl)-1H-imidazo[4,5-b]pyrazin-6-yl)-4-formylbenzenesulfonamide